2-(3-hydroxyazetidin-1-yl)ethan-1-one OC1CN(C1)CC=O